FC1=C(C(=O)N([C@H]2CNCCC2)C2=NC=CC3=CC=CC(=C23)C)C=CC(=C1)NC1=NN(C=C1)C (R)-2-fluoro-4-((1-methyl-1H-pyrazol-3-yl)amino)-N-(8-methylisoquinolin-1-yl)-N-(piperidin-3-yl)benzamide